FC1(CC(C1)(C)NC1=NC(=CC(=C1)N1[C@@H]([C@H](C1)CS(=O)(=O)C)C)N1N=CC=2C(=NC(=CC21)C=2C=NC=CC2OC)C)F N-(3,3-Difluoro-1-methylcyclobutyl)-6-(6-(4-methoxypyridin-3-yl)-4-methyl-1H-pyrazolo[4,3-c]pyridin-1-yl)-4-((2R,3S)-2-methyl-3-((methylsulfonyl)methyl)azetidin-1-yl)pyridin-2-amine